FC1(CN([C@@H]2[C@H]1NOC2)C(=O)OC(C)(C)C)F (cis)-tert-Butyl 6,6-difluorotetrahydro-1H-pyrrolo[3,2-c]isoxazole-4(5H)-carboxylate